ClCC1=NC2=C(N1C[C@H](C)OC(F)F)C=C(C=C2)C(=O)OC (S)-methyl 2-(chloromethyl)-1-(2-(difluoromethoxy) propyl)-1H-benzo[d]imidazole-6-carboxylate